(+-)-N,N-diethyl-2-(naphthalene-1-yloxy)propanamide C(C)N(C([C@@H](C)OC1=CC=CC2=CC=CC=C12)=O)CC |r|